FC1=CC(NC=C1)=O 4-fluoropyridin-2(1H)-one